FC1=C(C(=CC(=C1)C=1C(=NC=CC1)OC1COCC1)F)N(CCCC(=O)O)C 4-({2,6-difluoro-4-[2-(tetrahydro-furan-3-yloxy)-pyridin-3-yl]-phenyl}-methyl-amino)-butyric acid